C(C)(=O)O[C@H]([C@@H](CN=[N+]=[N-])OC(C)=O)[C@@H]1O[C@@](C[C@@H]([C@H]1NC(COC(C)=O)=O)OC(C)=O)(C(=O)OC)O (1R,2R)-1-((2R,3R,4S,6S)-4-acetoxy-3-(2-acetoxyacetamido)-6-hydroxy-6-(methoxycarbonyl)tetrahydro-2H-pyran-2-yl)-3-azidopropane-1,2-diyl diacetate